C(=CC)C=1C=NC(=C(C(=O)O)C1)C(F)(F)F 5-(1-propenyl)-2-trifluoromethyl-nicotinic acid